(S)-2-((((9H-fluoren-9-yl)methoxy)carbonyl)amino)-3-(4'-(tert-butoxycarbonyl)-[1,1'-biphenyl]-4-yl)propanoic acid C1=CC=CC=2C3=CC=CC=C3C(C12)COC(=O)N[C@H](C(=O)O)CC1=CC=C(C=C1)C1=CC=C(C=C1)C(=O)OC(C)(C)C